t-butyl (R)-3-aminopiperidine-1-carboxylate N[C@H]1CN(CCC1)C(=O)OC(C)(C)C